FC=1C(=CC=C2C(=NC(=NC12)OCC12CCCN2CCC1)N1C[C@H]2CC[C@@H](C1)N2C(CC#N)=O)C2=CC=CC1=CC=CC(=C21)C 3-((1R,5S)-3-(8-fluoro-7-(8-methylnaphthalen-1-yl)-2-((tetrahydro-1H-pyrrolizin-7a(5H)-yl)methoxy)quinazolin-4-yl)-3,8-diazabicyclo[3.2.1]octan-8-yl)-3-oxopropanenitrile